CC=1N=CC(=NC1)[C@H](C)C#C |r| rac-2-(5-Methyl-pyrazin-2-yl)-but-3-yn